2-(cyclopropoxy)-N-(1,1-dimethylsilacyclohepten-4-yl)-4H-pyrrolo[2,3-d]thiazole-5-carboxamide C1(CC1)OC=1SC2=C(N1)NC(=C2)C(=O)NC2C=C[Si](CCC2)(C)C